ClC1=C(C=C2CCN(CC2=C1)CC)NC1=NC=C(C(=N1)C1=CC2=C(C(N(CCS2(=O)=O)C2CC2)=O)S1)C(F)(F)F 7-(2-((7-chloro-2-ethyl-1,2,3,4-tetrahydroisoquinolin-6-yl)amino)-5-(trifluoromethyl)pyrimidin-4-yl)-4-cyclopropyl-3,4-dihydrothieno[2,3-f][1,4]thiazepin-5(2H)-one 1,1-dioxide